C(C)OC(C1=CC(=CC=C1)OC)=O.C1=C(C=CC=2OC3=C(C21)C=CC=C3)C(C)NC3=CN=C(N(C3=O)CC(=O)N)C3=CC=C(C=C3)C3(COC3)F 2-(5-((1-(dibenzo[b,d]furan-2-yl)ethyl)amino)-2-(4-(3-fluorooxetan-3-yl)phenyl)-6-oxopyrimidin-1(6H)-yl)acetamide ethyl-3-methoxybenzoate